The molecule is a sulfuric ester obtained by the formal condensation of (3S,4E)-3-methyldec-4-en-1-ol with sulfuric acid. It has a role as a Daphnia pulex metabolite and a kairomone. It is an organic sulfate and a sulfuric ester. It is a conjugate acid of a (3S,4E)-3-methyldec-4-en-1-yl sulfate. CCCCC/C=C/[C@@H](C)CCOS(=O)(=O)O